BrC=1C=NC=CC1[C@@H](CC\C=C\C)N[S@@](=O)C(C)(C)C (S)-N-((R,E)-1-(3-bromopyridin-4-yl)hex-4-en-1-yl)-2-methylpropane-2-sulfinamide